NC=1C(=C(C=CC1)C=1N=C2C=C(C(=NC2=CC1)NC1=C(C=CC=C1)C)NC(C1=CC(=CC(=C1)C(F)(F)F)F)=O)C N-(6-(3-amino-2-methylphenyl)-2-(o-tolylamino)-1,5-naphthyridin-3-yl)-3-fluoro-5-(trifluoromethyl)benzamide